FC(OC1=CC=C(CN(C2=C(C(=NC=N2)NC[C@@H]2[C@H](CN(CC2)CC(=O)N)O)F)C)C=C1)F ((3R,4R)-4-(((6-((4-(difluoromethoxy)benzyl)(methyl)amino)-5-fluoropyrimidin-4-yl)amino)methyl)-3-hydroxypiperidin-1-yl)acetamide